(s)-(E)-N-(5-(3-(1-((5-cyclopropyl-1H-pyrazol-3-yl)amino)-3-methyl-1-oxobutan-2-yl)phenyl)pyridin-2-yl)-4-morpholinobut-2-enamide fumarate C(\C=C\C(=O)O)(=O)O.C1(CC1)C1=CC(=NN1)NC([C@@H](C(C)C)C=1C=C(C=CC1)C=1C=CC(=NC1)NC(\C=C\CN1CCOCC1)=O)=O